BrC=1C=CC2=C(C(=N[C@H](C=3N2C(=NN3)SCCC)CCC(=O)OC)C3=C(C=CC=C3)Cl)C1 methyl (S)-3-(8-bromo-6-(2-chlorophenyl)-1-(propylthio)-4H-benzo[f][1,2,4]triazolo[4,3-a][1,4]diazepin-4-yl)propionate